1H-pyrrole bicarbonate C(O)(O)=O.N1C=CC=C1